N1C=NC2=C1C=C(C=C2)C2=NC=C(C=N2)C=2C=C1C(=NC2)NC=C1C(=O)C=1C(=C(C(=CC1)F)NS(=O)(=O)CCC)F N-(3-(5-(2-(1H-benzo[d]imidazol-6-yl)pyrimidin-5-yl)-1H-pyrrolo-[2,3-b]pyridine-3-carbonyl)-2,6-difluorophenyl)-propane-1-sulfonamide